1,4-bis(4-methylphenyl)aminobenzene S-ethyl-4-(4-(difluoromethoxy)-3-methoxyphenyl)-4-oxo-2-(trifluoromethyl)butanethioate C(C)S=C(C(CC(=O)C1=CC(=C(C=C1)OC(F)F)OC)C(F)(F)F)O.CC1=CC=C(C=C1)NC1=CC=C(C=C1)NC1=CC=C(C=C1)C